bis(2,4-bis(1-methyl-1-phenylethyl)phenyl)pentaerythritol diphosphite OP(O)OP(O)O.CC(C)(C1=CC=CC=C1)C1=C(C=CC(=C1)C(C)(C)C1=CC=CC=C1)C(O)(C(CO)(CO)CO)C1=C(C=C(C=C1)C(C)(C)C1=CC=CC=C1)C(C)(C)C1=CC=CC=C1